5-{3-amino-2-[2-methoxyethanesulfinyl]-4-(propan-2-yl)thieno[2,3-b]pyridin-6-yl}pyrimidin-2-amine NC1=C(SC2=NC(=CC(=C21)C(C)C)C=2C=NC(=NC2)N)S(=O)CCOC